O(S(=O)(=O)C(F)(F)F)C1=NC(=C(C2=C1C=CS2)C2=C(C=C(C=C2)F)OCCOC)C2=NN1C(CNCC1)=C2 [7-[4-fluoro-2-(2-methoxyethoxy) phenyl]-6-(4,5,6,7-tetrahydropyrazolo[1,5-a]pyrazin-2-yl) thieno[3,2-c]pyridin-4-yl] triflate